BrC1=CC2=C(N(C([C@H](O2)C)=O)CC2=NC(=CC=C2)OC(F)(F)F)C=C1 (2R)-7-bromo-2-methyl-4-{[6-(trifluoromethoxy)pyridin-2-yl]methyl}-2H-1,4-benzoxazin-3-one